(10-(3-methyl-1-(3-(methylsulfonyl)phenyl)-5-oxo-4,5-dihydro-1H-pyrazol-4-yl)decyl)triphenylphosphine bromide [Br-].CC1=NN(C(C1CCCCCCCCCCC1=C(C=CC=C1)P(C1=CC=CC=C1)C1=CC=CC=C1)=O)C1=CC(=CC=C1)S(=O)(=O)C